CC1=C(N=NC(=C1)C=1C=NC=CC1C(F)(F)F)NC1C[C@@H]2[C@@H](CN(C2)C([2H])([2H])C2CCOCC2)C1 (3aR,5s,6aS)-N-(4-methyl-6-(4-(trifluoromethyl)pyridin-3-yl)pyridazin-3-yl)-2-((tetrahydro-2H-pyran-4-yl)methyl-d2)octahydrocyclopenta[c]pyrrol-5-amine